CC(CCOC1C(CC(CC1)=O)=O)C 4-(3-methylbutoxy)-1,3-cyclohexanedione